5-[[2,6-difluoro-4-(4-propylcyclohexyl)phenyl]difluoromethoxy]-1,3-difluorobenzene FC1=C(C(=CC(=C1)C1CCC(CC1)CCC)F)C(OC=1C=C(C=C(C1)F)F)(F)F